C(#N)C1=CC=C(OC(C(=O)NCCN2CCOCC2)C2=CC=C(C=C2)S(=O)(=O)CC)C=C1 2-(4-cyanophenoxy)-2-[4-(ethylsulfonyl)phenyl]-N-(2-morpholin-4-ylethyl)acetamide